N(N)CC1=C(N)C=CC=C1 2-(hydrazineylmethyl)aniline